(S)-(4-fluoro-1-methyl-6,7-dihydro-5H-cyclopenta[c]pyridin-6-yl)methanol FC=1C2=C(C(=NC1)C)C[C@@H](C2)CO